OC1CC(CCC1)NCCCCCCCC(=O)O.OC1=NC(=NC2=CC(=CC=C12)C)C 4-hydroxy-2,7-dimethyl-quinazoline 8-((3-hydroxycyclohexyl)amino)octanoate